3,4-dihydro-1H-benzo[c][1,2]oxaborol-1-ol B1(OCC2C1=CC=CC2)O